5-bromopentanoyl-isoleucine methyl ester COC([C@@H](NC(CCCCBr)=O)[C@@H](C)CC)=O